O=C1NC(CCC1N1C(C2=CC=CC(=C2C1)NC(CCCCCCC(=O)O)=O)=O)=O 8-((2-(2,6-dioxopiperidin-3-yl)-1-oxoisoindol-4-yl)amino)-8-oxooctanoic acid